C(C)(C)(C)OC(=O)N1CC2(CCC(C1)C2(F)F)C(NC)=O.COC=2C=C(C(=O)NC1=C(C=CC=C1)C(NCCN1CCOCC1)=O)C=CC2OC 3,4-dimethoxy-N-(2-[(2-morpholin-4-ylethyl)carbamoyl]phenyl)benzamide tert-butyl-8,8-difluoro-1-(methylcarbamoyl)-3-azabicyclo[3.2.1]octane-3-carboxylate